NC[C@@H](CO)O (S)-3-amino-1,2-propanediol